2-(2-((3'-(aminomethyl)-5-(2-oxa-8-azaspiro[4.5]decan-8-yl)-[1,1'-biphenyl]-3-yl)methoxy)phenyl)acetic acid NCC=1C=C(C=CC1)C1=CC(=CC(=C1)N1CCC2(CCOC2)CC1)COC1=C(C=CC=C1)CC(=O)O